O[C@@H]1CC[C@H](CC1)N1N=NN=C1CCCCOC=1C=C2CCC(NC2=CC1)=O 3,4-dihydro-6-[4-[1-(trans-4-hydroxycyclohexyl)-1H-tetrazol-5-yl]butoxy]-2(1H)-quinolinone